(5aR,5bS,7aR,10aS,10bS)-5a,7a-dimethyl-8-(6-methylheptan-2-yl)-N-allyl-5,5a,5b,6,7,7a,8,9,10,10a,10b,11-dodecahydro-4H-cyclopenta[7,8]phenanthro[2,1-d]thiazol-2-amine C[C@@]12CCC=3N=C(SC3C2=CC[C@H]2[C@H]3[C@](CC[C@H]12)(C(CC3)C(C)CCCC(C)C)C)NCC=C